C(C)(C)(C)C=1C=CC=2N(C3=CC=C(C=C3C2C1)C(C)(C)C)C1=C(C(=C(C(=C1C#N)N1C2=CC=C(C=C2C=2C=C(C=CC12)C(C)(C)C)C(C)(C)C)C1=CC=CC=C1)N1C2=CC=C(C=C2C=2C=C(C=CC12)C)C)C1=CC=CC=C1 4',6'-bis(3,6-di-tert-butyl-9H-carbazol-9-yl)-2'-(3,6-dimethyl-9H-carbazol-9-yl)-[1,1':3',1''-terphenyl]-5'-carbonitrile